1,3,5-tri(p-formylphenyl)benzene 3-(benzyloxy)-6-methyl-2-oxo-1,2-dihydropyridine-4-carboxylate C(C1=CC=CC=C1)OC=1C(NC(=CC1C(=O)O)C)=O.C(=O)C1=CC=C(C=C1)C1=CC(=CC(=C1)C1=CC=C(C=C1)C=O)C1=CC=C(C=C1)C=O